(2H-benzotriazol-2-yl)-4-(1,1,3,3-tetramethylbutyl)-phenol N=1N(N=C2C1C=CC=C2)C2=C(C=CC(=C2)C(CC(C)(C)C)(C)C)O